NC[C@@]1([C@@H]2CCN(C[C@H]12)C1=CN=C2C(=N1)NN=C2C2=C1C=CC=NC1=C(C=C2)S(=O)(=O)F)C2=C(C=CC=C2)F 5-(6-((1S,6R,7R)-7-(aminomethyl)-7-(2-fluorophenyl)-3-azabicyclo[4.1.0]heptan-3-yl)-1H-pyrazolo[3,4-b]pyrazin-3-yl)quinoline-8-sulfonyl fluoride